butyl 1-(iodomethyl)-3-azabicyclo[3.1.0]hexane-3-carboxylate ICC12CN(CC2C1)C(=O)OCCCC